OC=1C=CC(=C(C1)NC(CCOC)=O)C N-(5-hydroxy-2-methylphenyl)-3-methoxypropanamide